(3R)-4-(2-(1H-pyrazol-3-yl)-7-(tetrahydrofuran-3-yl)-6,7,8,9-tetrahydro-2H-1,2,3,7-tetraazabenzo[cd]azulene-4-yl)-3-methylmorpholine N1N=C(C=C1)N1N=C2CCN(CC=3C2=C1N=C(C3)N3[C@@H](COCC3)C)C3COCC3